CCCCCCCCCCCCCCC(C(=O)N[C@@H](CO[C@H]1[C@@H]([C@H]([C@@H]([C@H](O1)CO)O)O)O)[C@@H](/C=C/CCCCCCCCCC(C)C)O)O The molecule is an N-acyl-1-O-beta-D-glucosyl-15-methylhexadecasphing-4-enine in which the acyl group has 16 carbons and 0 double bonds and is 2-hydroxylated. It derives from a 15-methylhexadecasphing-4-enine.